O1CCC2=C1C=CC(=C2)S(=O)(=O)N2CCC(CC2)C=2C(=CC=1N(C2)C=NN1)C 6-(1-((2,3-dihydrobenzofuran-5-yl)sulfonyl)piperidin-4-yl)-7-methyl-[1,2,4]triazolo[4,3-a]pyridine